ClC=1C=NN(C(C1Cl)=O)CC(=O)N 2-(4,5-dichloro-6-oxo-pyridazin-1-yl)acetamide